FC(C(=O)O)(F)F.N1(CCC(CC1)C1CCNCC1)C(COC1=C2C(N(C(C2=CC=C1)=O)C1C(NC(CC1)=O)=O)=O)=O 4-(2-[[4,4-bipiperidin]-1-yl]-2-oxoethoxy)-2-(2,6-dioxopiperidin-3-yl)-2,3-dihydro-1H-isoindole-1,3-dione trifluoroacetic acid salt